COC=1C(=C2C=CN(C2=C(C1)C)C(=O)[O-])CN1C(CNCC1)C1=CC=C(C=C1)C(=O)OC 5-methoxy-4-((2-(4-(methoxycarbonyl)phenyl)piperazin-1-yl)methyl)-7-methyl-1H-indole-1-carboxylate